ClC1=C(C=CC=C1)C1=C2C(=NC(=C1C#N)N1CC3(CN(C3)C(C=C)=O)CC1)CC(C2)(C)C 4-(2-chlorophenyl)-6,6-dimethyl-2-(2-(2-propenoyl)-2,6-diazaspiro[3.4]octan-6-yl)-6,7-dihydro-5H-cyclopenta[b]pyridine-3-carbonitrile